3-(2-amino-9-(2,6-difluoro-4-nitrobenzyl)-9H-purin-6-yl)benzonitrile NC1=NC(=C2N=CN(C2=N1)CC1=C(C=C(C=C1F)[N+](=O)[O-])F)C=1C=C(C#N)C=CC1